(Z)-Ethyl 3-(4-((5-(4-chloro-3-((3-methoxyphenyl)carbamoyl)phenyl)furan-2-yl)methylene)-3-methyl-5-oxo-4,5-dihydro-1H-pyrazol-1-yl)benzoate ClC1=C(C=C(C=C1)C1=CC=C(O1)\C=C/1\C(=NN(C1=O)C=1C=C(C(=O)OCC)C=CC1)C)C(NC1=CC(=CC=C1)OC)=O